PHENOXYETHANOL SODIUM BENZOATE C(C1=CC=CC=C1)(=O)[O-].[Na+].O(C1=CC=CC=C1)C(C)O